BrC=1C(=C(C=2N(C1)C=C(N2)CCC(=O)OCC)F)O ethyl 3-(6-bromo-8-fluoro-7-hydroxy-imidazo[1,2-a]pyridin-2-yl)propanoate